FC1=C(C=CC(=C1)S(=O)(=O)C(C)(C)C1=C(C(=CC=C1)[N+](=O)[O-])F)SC1=NC(=C(C(=N1)N1CCC(CC1)CC(=O)NC)OC)NC1=NNC(=C1)C 2-(1-(2-((2-fluoro-4-((2-(2-fluoro-3-nitrophenyl)propan-2-yl)sulfonyl)phenyl)thio)-5-methoxy-6-((5-methyl-1H-pyrazol-3-yl)amino)pyrimidin-4-yl)piperidin-4-yl)-N-methylacetamide